BrC1=CC(=C(C(=C1N)C)F)F 6-bromo-3,4-difluoro-2-methyl-aniline